2-((3-chloro-5-(3-((2-(2,6-dioxopiperidin-3-yl)-6-fluoro-1-oxoisoindolin-5-yl)methyl)ureido)phenoxy)methyl)acrylic acid ClC=1C=C(OCC(C(=O)O)=C)C=C(C1)NC(=O)NCC=1C=C2CN(C(C2=CC1F)=O)C1C(NC(CC1)=O)=O